ClC[C@H]1N(C[C@@H](N(C1)C=1C=2C(N(C(C1)=O)C)=CN(N2)CC#N)C)C(C)C=2C=C1N=CC=NC1=CC2 2-(7-((2S,5S)-5-(chloromethyl)-2-methyl-4-(1-(quinoxalin-6-yl)ethyl)piperazin-1-yl)-4-methyl-5-oxo-4,5-dihydro-2H-pyrazolo[4,3-b]pyridin-2-yl)acetonitrile